NC1=C(C=C(C=C1)C=1SC=CC1)NC(=O)C1=NC=C(C=C1)S(=O)(=N)CCOC N-[2-amino-5-(2-thienyl)phenyl]-5-(2-methoxyethylsulfonimidoyl)pyridine-2-carboxamide